C(CCCCCCCCCCCCCCC)(=O)OC[C@@H](OC(CCCC(OC)OC)=O)COP(=O)(O)OCCN 1-palmitoyl-2-(5,5-dimethoxypentanoyl)-sn-glycero-3-phosphoethanolamine